(((1S,9S)-1-Amino-9-ethyl-5-fluoro-4-methyl-10,13-dioxo-2,3,9,10,13,15-hexahydro-1H,12H-benzo[de]pyrano[3',4':6,7]indolizino[1,2-b]quinolin-9-yl)oxy)methyl dihydrogen phosphate P(=O)(OCO[C@@]1(C(OCC=2C(N3CC=4C(=NC=5C=C(C(=C6C5C4[C@H](CC6)N)C)F)C3=CC21)=O)=O)CC)(O)O